1-[3-[4-[3-[3-amino-6-(2-hydroxyphenyl)pyridazin-4-yl]-3,8-diazabicyclo[3.2.1]octan-8-yl]-2-pyridyl]prop-2-ynyl]azetidin-3-ol NC=1N=NC(=CC1N1CC2CCC(C1)N2C2=CC(=NC=C2)C#CCN2CC(C2)O)C2=C(C=CC=C2)O